4-(2-methoxyphenyl)-2-naphthol COC1=C(C=CC=C1)C1=CC(=CC2=CC=CC=C12)O